CC1=CC=C(C=C1)C1=CC(=CC=C1)C=O 4'-methyl-[1,1'-biphenyl]-3-carbaldehyde